ethyloxyl-acetylene C(C)OC#C